5-pentyl-N-(3-(trifluoromethyl)phenyl)picolinamide hydrogen chloride Cl.C(CCCC)C=1C=CC(=NC1)C(=O)NC1=CC(=CC=C1)C(F)(F)F